OCC(=O)N1CCN(CC1)C1=NC=C(C=N1)C=1C=CC=2N=C3COCC4(N3C2N1)CCC1=CC=CC=C14 2-hydroxy-1-(4-(5-(2,3,6',8'-tetrahydrospiro[indene-1,9'-pyrido[3',2':4,5]imidazo[2,1-c][1,4]oxazin]-2'-yl)pyrimidin-2-yl)piperazin-1-yl)ethanone